C(C=CC)=N butenimine